N1(CCCCC1)C1=CC=C(O1)C=O 5-piperidin-1-yl-2-furanal